FC=1C=NN(C1)C1=CC=C(C=N1)C(C)N 1-(6-(4-fluoro-1H-pyrazol-1-yl)pyridin-3-yl)ethanamine